C(#N)C=1C(=NNC1)[C@@H]1[C@@H](N(CCC1)C(=O)OC)CO[C@@H]1CC[C@@H](CC1)C1=CC=CC=C1 Methyl (2R,3S)-3-(4-cyano-1H-pyrazol-3-yl)-2-((((CIS)-4-phenylcyclohexyl)oxy)methyl)piperidine-1-carboxylate